3-(4-amino-3-(1-methyl-1H-imidazol-4-yl)phenyl)-3-methylpyrrolidine-2,4-dione NC1=C(C=C(C=C1)C1(C(NCC1=O)=O)C)C=1N=CN(C1)C